2-fluoro-3-methoxy-4-(2-methyl-2H-1,2,3-triazol-4-yl)pyridine FC1=NC=CC(=C1OC)C1=NN(N=C1)C